1-methoxyazetidin-3-amine trifluoroacetate salt FC(C(=O)O)(F)F.CON1CC(C1)N